C(C1=CC=CC=C1)N1C[C@@H](C=C2C3=C4C(C[C@@H]12)=CNC4=CC=C3)C(=O)N(C)CC (6aR,9R)-7-benzyl-N-ethyl-N-methyl-4,6,6a,7,8,9-hexahydroindolo[4,3-fg]quinoline-9-carboxamide